2-[(1S,3R)-3-hydroxycyclohexyl]-5-(2-methyloctan-2-yl)phenol O[C@H]1C[C@H](CCC1)C1=C(C=C(C=C1)C(C)(CCCCCC)C)O